5-(4-(dimethylamino)phenyl)thiophene-2-carbaldehyde CN(C1=CC=C(C=C1)C1=CC=C(S1)C=O)C